monosodium 3-(1,3-dimethylbutoxy)-2-hydroxy-1-propanesulfonate CC(CC(C)C)OCC(CS(=O)(=O)[O-])O.[Na+]